2-hydroxy-3-(2-((2-(2-methoxyphenyl)pyrimidin-4-yl)methoxy)phenyl)but-3-enoic acid ethyl ester C(C)OC(C(C(=C)C1=C(C=CC=C1)OCC1=NC(=NC=C1)C1=C(C=CC=C1)OC)O)=O